FC1=C(C(=CC=C1)O)C1=CC=2N=CN=C(C2C=N1)N1CCN(CC1)C(C=C)=O 1-(4-(7-(2-fluoro-6-hydroxyphenyl)pyrido[4,3-d]pyrimidin-4-yl)piperazin-1-yl)prop-2-en-1-one